1,1-dimethylsilinan-4-ol C[Si]1(CCC(CC1)O)C